N-(3-ethylphenyl)-5-oxo-1-phenyl-3-(pyridin-4-yl)-4,5-dihydro-1H-pyrazole-4-carboxamide C(C)C=1C=C(C=CC1)NC(=O)C1C(=NN(C1=O)C1=CC=CC=C1)C1=CC=NC=C1